methyl (2S)-2-((2S)-2-((((1-(3-chlorophenyl)-1,1-difluoro-3-methylbutan-2-yl)oxy) carbonyl)amino)-3-phenylpropanamido)-3-((S)-2-oxopyrrolidin-3-yl)propanoate ClC=1C=C(C=CC1)C(C(C(C)C)OC(=O)N[C@H](C(=O)N[C@H](C(=O)OC)C[C@H]1C(NCC1)=O)CC1=CC=CC=C1)(F)F